NC1=NC=C(C=N1)C#CC=1C(=C(C=CC1F)NS(=O)(=O)C1=C(C=CC(=C1)Cl)Cl)F N-(3-((2-aminopyrimidin-5-yl)ethynyl)-2,4-difluorophenyl)-2,5-dichlorobenzenesulfonamide